5-(2-fluoro-5-methylpyridin-4-yl)-2,3-dihydro-1H-inden-4-amine FC1=NC=C(C(=C1)C1=C(C=2CCCC2C=C1)N)C